[Mo+4].P(=S)(SCCCCCC)(OCCCCCC)[O-].C(CCCCC)SP(=S)(OCCCCCC)[O-].C(CCCCC)SP(=S)(OCCCCCC)[O-].C(CCCCC)SP(=S)(OCCCCCC)[O-] dihexyl dithiophosphate molybdenum